C(C1=CC=CC=C1)N1CCN(C2=CC=CC=C12)C(=O)N[C@H]1CNCC1 (R)-4-Benzyl-N-(pyrrolidin-3-yl)-3,4-dihydroquinoxaline-1(2H)-carboxamide